FC=1N=C(SC1CN1[C@H](C[C@H](C1)OC=1C2=C(N=CN1)C=CC=N2)C)NC(C)=O N-(4-fluoro-5-(((2S,4R)-2-methyl-4-(pyrido[3,2-d]pyrimidin-4-yloxy)pyrrolidin-1-yl)methyl)thiazol-2-yl)acetamide